C[Si]1(CN[C@@H](C1)C(=O)N[C@H](C(=O)OC)C[C@H]1C(NCC1)=O)C Methyl (S)-2-((R)-3,3-dimethyl-1,3-azasilolidine-5-carboxamido)-3-((S)-2-oxopyrrolidin-3-yl)propanoate